FC([C@@H](C)N)F (2R)-1,1-difluoropropan-2-amine